C(C1=CC=CC=C1)N1N=CC(=C1C)C(CN1C(C=CC(=C1)C#C)=O)=O 1-(2-(1-benzyl-5-methyl-1H-pyrazol-4-yl)-2-oxoethyl)-5-ethynylpyridin-2(1H)-one